NOCCCN 3-amino-oxy-1-propanamine